Ethyl (R)-1-(4-(N,N-diethylsulfamoyl)benzoyl)piperidine-3-carboxylate C(C)N(S(=O)(=O)C1=CC=C(C(=O)N2C[C@@H](CCC2)C(=O)OCC)C=C1)CC